Tert-butyl 4-{[3-(5-methyl-1,3-thiazol-2-yl)-5-({(1R)-1-[2-(trifluoromethyl) pyrimidin-5-yl]ethyl}carbamoyl) phenoxy] methyl}piperidine-1-carboxylate CC1=CN=C(S1)C=1C=C(OCC2CCN(CC2)C(=O)OC(C)(C)C)C=C(C1)C(N[C@H](C)C=1C=NC(=NC1)C(F)(F)F)=O